4-amino-(piperazin-4-yl)tetrahydro-2H-pyran-4-carboxamide NC1(CC(OCC1)N1CCNCC1)C(=O)N